Benzyl (2S,5S)-5-((4-(6-((3,5-dimethylisoxazol-4-yl)carbamoyl)-1H-pyrrolo[2,3-b]pyridin-3-yl)-5-(trifluoromethyl)pyrimidin-2-yl)amino)-2-methylpiperidine-1-carboxylate CC1=NOC(=C1NC(=O)C1=CC=C2C(=N1)NC=C2C2=NC(=NC=C2C(F)(F)F)N[C@H]2CC[C@@H](N(C2)C(=O)OCC2=CC=CC=C2)C)C